3-(2-fluoro-3-pyridyl)-7-[(4-methoxyphenyl)methyl]-1-oxa-2,7-diazaspiro[4.4]non-2-en-6-one FC1=NC=CC=C1C1=NOC2(C1)C(N(CC2)CC2=CC=C(C=C2)OC)=O